FC1=CC(=NC=C1)CN1N=C2C3=C(CCC2=C1)OC(=C3C)C(=O)NC[C@H]3OCCC3 2-[(4-Fluoropyridin-2-yl)methyl]-8-methyl-N-{[(2S)-oxolan-2-yl]methyl}-4,5-dihydro-2H-furo[2,3-g]indazol-7-carboxamid